Fmoc-piperidone C(=O)(OCC1C2=CC=CC=C2C2=CC=CC=C12)N1C(CCCC1)=O